NC1=C(C=O)C=C(C=C1Br)Br 2-AMINO-3,5-DIBROMOBENZALDEHYDE